NC[C@H](CNS(=O)(=O)C=1C(=C(C(=CC1)N1CCC(CC1)(CO)F)C=1N=NNN1)S(=O)(=O)N)O (R)-N1-(3-amino-2-hydroxypropyl)-4-(4-fluoro-4-(hydroxymethyl)piperidin-1-yl)-3-(2H-tetrazol-5-yl)benzene-1,2-disulfonamide